8-oxo-adenosine O=C1N([C@H]2[C@H](O)[C@H](O)[C@@H](CO)O2)C2=NC=NC(C2=N1)=N